FC(OC1=CC=C2C(=N1)SC(=N2)N)F 5-(difluoromethoxy)thiazolo[5,4-b]pyridine-2-amine